tert-butyl-7-ethynyl-3,4-dihydroisoquinolin C(C)(C)(C)C1=NCCC2=CC=C(C=C12)C#C